5-bromo-3-(ethylsulfonyl)-2-(5-methyl-1H-imidazol-4-yl)pyridine BrC=1C=C(C(=NC1)C=1N=CNC1C)S(=O)(=O)CC